ClC=1C(=NC=CC1)N1N=C(C=C1C(=O)NC=1C(=CC=2N(C1C(=O)NC(C(F)(F)F)C)N=CC2)C)OC 6-(1-(3-Chloropyridin-2-yl)-3-methoxy-1H-pyrazol-5-carboxamido)-5-methyl-N-(1,1,1-trifluoropropan-2-yl)pyrazolo[1,5-a]pyridin-7-carboxamid